FC(OC1=CC(=NN1)NC1=CN=C2C(=N1)N(N=C2)[C@H]2C[C@H](CC2)O)F (1S,3R)-3-(6-((5-(difluoromethoxy)-1H-pyrazol-3-yl)amino)-1H-pyrazolo[3,4-b]pyrazin-1-yl)cyclopentan-1-ol